CC1=C(C(=O)O)C(=CN=C1Br)NC1=C(C=CC=C1)C(C)C methyl-2-bromo-5-((2-isopropylphenyl)amino)isonicotinic acid